N1CC=CC1 2,5-dihydro-1H-pyrrole